BrC=1C=C2[C@@H](CN(C(C2=CC1)=O)C1=C(C=CC=C1F)Cl)C(=C)C(F)(F)F |r| Racemic-6-Bromo-2-(2-chloro-6-fluorophenyl)-4-(3,3,3-trifluoroprop-1-en-2-yl)-3,4-dihydroisoquinolin-1(2H)-one